FC=1C=C(C=C(C1)F)[C@@H]1CC[C@H]2OC3(C(N21)=O)CCN(CC3)C(=O)C3=CN=NC=C3 (5'S,7a'R)-5'-(3,5-difluorophenyl)-1-(pyridazine-4-carbonyl)tetrahydro-3'H-spiro[piperidine-4,2'-pyrrolo[2,1-b][1,3]-oxazol]-3'-one